N-(2-(3,3-dimethylpiperazin-1-yl)pyrimidin-4-yl)-1H-indazol-5-amine CC1(CN(CCN1)C1=NC=CC(=N1)NC=1C=C2C=NNC2=CC1)C